2-Bromo-3-phenyl-5,6-dihydroimidazo[1,2-d]pyrido[3,4-f][1,4]oxazepine BrC=1N=C2N(CCOC3=C2C=NC=C3)C1C1=CC=CC=C1